N-[4-(2-chlorophenyl)thiazol-2-yl]-5-methoxy-pyrazine-2-carboxamide ClC1=C(C=CC=C1)C=1N=C(SC1)NC(=O)C1=NC=C(N=C1)OC